2,4,6-trimethyl-3-cyclohexene-1-carboaldehyde CC1C(C(CC(=C1)C)C)C=O